O[C@@H]1C([C@H](C1(C)C)NC([O-])=O)(C)C trans-N-[3-hydroxy-2,2,4,4-Tetramethylcyclobutyl]carbamate